C(N)(=O)C=1N(C2=CC(=CC=C2C1)OC(F)(F)F)C=1C=C(C=CC1)[C@]1([C@@H](C1)C(=O)OC)C trans-methyl 2-(3-(2-carbamoyl-6-(trifluoromethoxy)-1H-indol-1-yl)phenyl)-2-methylcyclopropane-1-carboxylate